N-({(3S,4R)-2-[5-chloro-2-(2H-1,2,3-triazol-2-yl)benzoyl]-4-methyl-2-azabicyclo[3.1.1]heptan-3-yl}methyl)-6-fluoro-1,3-benzothiazol-2-amine ClC=1C=CC(=C(C(=O)N2C3CC([C@H]([C@H]2CNC=2SC4=C(N2)C=CC(=C4)F)C)C3)C1)N1N=CC=N1